C(CCCCCCCCCC)C1OCC(O1)COCCCO 3-((2-undecyl-1,3-dioxolan-4-yl)methoxy)propan-1-ol